6-(2-(5-((4-(((tetrahydrofuran-3-yl)amino)methyl)phenyl)ethynyl)pyridin-2-yl)ethyl)pyrimidine-4,5-diol O1CC(CC1)NCC1=CC=C(C=C1)C#CC=1C=CC(=NC1)CCC1=C(C(=NC=N1)O)O